N-((1s,3s)-3-(6-((1-(6-((2-(2,6-dioxopiperidin-3-yl)-1,3-dioxoisoindolin-5-yl)amino)hexanoyl)piperidin-4-yl)amino)-9H-purin-9-yl)cyclobutyl)-6-methylpicolinamide O=C1NC(CC[C@@H]1N1C(C2=CC=C(C=C2C1=O)NCCCCCC(=O)N1CCC(CC1)NC1=C2N=CN(C2=NC=N1)C1CC(C1)NC(C1=NC(=CC=C1)C)=O)=O)=O